9,9-difluorononanenitrile FC(CCCCCCCC#N)F